8-chloro-5-((2-(3-(5-fluoro-6-oxopyrimidin-1(6H)-yl)propyl)-2-azaspiro[3.3]heptan-6-yl)methyl)-2-methylphthalazin-1(2H)-one ClC=1C=CC(=C2C=NN(C(C12)=O)C)CC1CC2(CN(C2)CCCN2C=NC=C(C2=O)F)C1